6-(oxetan-3-ylamino)pyrimidine O1CC(C1)NC1=CC=NC=N1